3-methacryloxy-2-hydroxypropyl-oxypropyl-bis(trimethylsiloxy)methylsilane Tert-butyl-3-((((9H-fluoren-9-yl)methoxy)carbonyl)(methyl)amino)-4-morpholino-4-oxobutanoate C(C)(C)(C)OC(CC(C(=O)N1CCOCC1)N(C)C(=O)OCC1C2=CC=CC=C2C=2C=CC=CC12)=O.C(C(=C)C)(=O)OCC(COCCC[SiH2]C(O[Si](C)(C)C)O[Si](C)(C)C)O